4-((2-cyanophenyl)thio)-6-(1-((1R,2R)-2-hydroxycyclohexyl)-1H-pyrazol-4-yl)pyrazolo[1,5-a]pyridine C(#N)C1=C(C=CC=C1)SC=1C=2N(C=C(C1)C=1C=NN(C1)[C@H]1[C@@H](CCCC1)O)N=CC2